C1(=CC=CC=C1)N1C2=CC=CC=C2C2=CC=C3C(=C12)C1=CC=CC=C1N3 12-phenyl-5,12-dihydroindolo[3,2-a]carbazole